((7-((1-(methylsulfonyl)piperidin-4-yl)methoxy)-1,1-dioxo-2,3-dihydrobenzo[b]thiophen-4-yl)methyl)isoindoline-5-carbonitrile CS(=O)(=O)N1CCC(CC1)COC1=CC=C(C2=C1S(CC2)(=O)=O)CC2NCC1=CC(=CC=C21)C#N